3-((5-amino-2-(1-methyl-1H-pyrazol-4-yl)thieno[3,2-b]pyridin-7-yl)amino)-1-propanol NC1=CC(=C2C(=N1)C=C(S2)C=2C=NN(C2)C)NCCCO